NN1C(=NC(=C1C(=O)N)C1=CC=C(C=C1)C(NC1=NC=CC(=C1)C1=CC=C(C=C1)C#N)=O)[C@H]1N(CCCC1)C(C#CC)=O (S)-1-amino-2-(1-(but-2-ynoyl)piperidin-2-yl)-4-(4-((4-(4-cyanophenyl)pyridin-2-yl)carbamoyl)phenyl)-1H-imidazole-5-carboxamide